C(C)OC1=CC=C(C=N1)C1=CC=C2C(C(COC2=C1)(C)C)NC(O[C@@H]1CN2CCC1CC2)=O (S)-quinuclidin-3-yl (7-(6-ethoxypyridin-3-yl)-3,3-dimethylchroman-4-yl)carbamate